C(C=C)OC(CC)O 1-allyloxypropan-1-ol